N(=[N+]=[N-])C1(CN(C1)C(=O)OC(C)(C)C)C1=C(C(=CC=C1)Cl)Cl tert-butyl 3-azido-3-(2,3-dichlorophenyl)azetidine-1-carboxylate